C1=CC=C(C=C1)C2=NC=CN2CCC#N.C1=C(C=C(C=C1C(=O)O)C(=O)O)C(=O)O 1-cyanoethyl-2-phenylimidazoleTrimellitate